(R)-4-((dimethylamino)methyl)-N'-(4-fluoro-2,6-diisopropyl-phenylcarbamoyl)benzene-sulfonimidamide CN(C)CC1=CC=C(C=C1)[S@@](=O)(N)=NC(NC1=C(C=C(C=C1C(C)C)F)C(C)C)=O